ClC=1N=C(C(N(C1)C1CCNCC1)=O)N1[C@@H](COCC1)C (R)-5-chloro-3-(3-methylmorpholino)-1-(piperidin-4-yl)pyrazin-2(1H)-one